BrC1=C(C(=C2C(=NC(=NC2=C1F)OC[C@]12CCCN2C[C@@H](C1)F)N1CC2CCC(C1)N2C(=O)OC(C)(C)C)F)OC tert-butyl 3-(7-bromo-5,8-difluoro-2-(((2R,7aS)-2-fluorotetrahydro-1H-pyrrolizin-7a(5H)-yl)methoxy)-6-methoxyquinazolin-4-yl)-3,8-diazabicyclo[3.2.1]octane-8-carboxylate